6-(1,6-diazaspiro[3.3]heptan-6-yl)-N-[4-(tetrahydrofuran-3-ylmethoxy)phenyl]pyrido[3,2-d]pyrimidin-4-amine N1CCC12CN(C2)C=2C=CC=1N=CN=C(C1N2)NC2=CC=C(C=C2)OCC2COCC2